FC1=CC=C2C=C(N=C(C2=C1C#C[Si](C(C)C)(C(C)C)C(C)C)B1OC(C(O1)(C)C)(C)C)N 7-fluoro-1-(4,4,5,5-tetramethyl-1,3,2-dioxaborolan-2-yl)-8-((triisopropylsilyl)ethynyl)isoquinolin-3-amine